BrC1=CC=CC=2C=3N(C(=NC12)N[C@H]1C(NCCNC1)=O)N=C(N3)C3=CC=C(C=C3)OC (6R)-6-{[7-bromo-2-(4-methoxyphenyl)[1,2,4]triazolo[1,5-c]quinazolin-5-yl]amino}-1,4-diazepan-5-one